2-[4-[(E)-2-[5-[(E)-2-(Benzyloxy)-4-[(2-hydroxyethyl)(methyl)amino]styryl]thiophen-2-yl]vinyl]-3-cyano-4-(hydroxyphenyl)-5-(trifluoromethyl)furan-2(5H)-ylidene]malononitrile C(C1=CC=CC=C1)OC1=C(/C=C/C2=CC=C(S2)/C=C/C2(C(C(OC2C(F)(F)F)=C(C#N)C#N)C#N)C2=C(C=CC=C2)O)C=CC(=C1)N(C)CCO